2-(2,6-Dimethylpiperidin-4-yl)-6-(2-methyl-2H-indazol-5-yl)-1,3-benzothiazol CC1NC(CC(C1)C=1SC2=C(N1)C=CC(=C2)C2=CC1=CN(N=C1C=C2)C)C